C1(CC1)C1=CC=C2C(=N1)NC=C2C=2C=C(C1=C(N(C(=N1)C)C(C)C)C2)F 6-(6-cyclopropyl-1H-pyrrolo[2,3-b]pyridin-3-yl)-4-fluoro-1-isopropyl-2-methyl-1H-benzo[d]imidazole